CC1(CN(C1)CC(=O)NC=1C=C(C(=NC1)C)NC(=O)C=1C=NN2C1SC(=C2)C2=COC=C2)C N-(5-(2-(3,3-dimethylazetidin-1-yl)acetamido)-2-methylpyridin-3-yl)-2-(furan-3-yl)pyrazolo[5,1-b]thiazole-7-carboxamide